1,2-bis(diphenylphosphino)ethane monooxide C1=CC=C(C=C1)P(CCP(=O)(C2=CC=CC=C2)C3=CC=CC=C3)C4=CC=CC=C4